C(C=C)(=O)[Si].[Ge].[Al] aluminum germanium alloyl-silicon